[N+](=O)([O-])C1=C(C=CC=C1)C1N=N1 3-(2-nitrophenyl)-3H-diazirine